C(#N)CC(=O)N1CCN(CC1)C=1N=C(C2=C(C=NNC2=O)N1)NC1=CC=C(C=C1)N1CCC(CC1)C(=O)O 1-(4-((2-(4-(2-cyanoacetyl)piperazin-1-yl)-5-oxo-5,6-dihydropyrimido[4,5-d]pyridazin-4-yl)amino)phenyl)piperidine-4-carboxylic acid